2-(thiophen-3-yl)acetic acid S1C=C(C=C1)CC(=O)O